FC(C1=CC=2N(C=C1)C=CN2)(F)F 7-(trifluoromethyl)imidazo[1,2-a]pyridin